3,4-dichloro-5-p-fluorophenylfuran ClC1=COC(=C1Cl)C1=CC=C(C=C1)F